C(CCCCCCC\C=C/C\C=C/CCCCC)(=O)O.OCC(O)CO.OCC(O)CO.OCC(O)CO triglycerol monolinoleate